((4aR,8aS)-1-(4-fluorophenyl)-6-((2-propyl-2H-1,2,3-triazol-4-yl)sulfonyl)-4,4a,5,6,7,8,8a,9-octahydro-1H-pyrazolo[3,4-g]isoquinolin-4a-yl)(thiazol-4-yl)methanone FC1=CC=C(C=C1)N1N=CC2=C1C[C@@H]1CCN(C[C@]1(C2)C(=O)C=2N=CSC2)S(=O)(=O)C2=NN(N=C2)CCC